trans-tert-Butyl (3-(2-chloro-5-(3-(3,5-dichlorophenyl)-2,2-difluorocyclopropane-1-carboxamido)benzamido)-2,6-difluorophenyl)carbamate ClC1=C(C(=O)NC=2C(=C(C(=CC2)F)NC(OC(C)(C)C)=O)F)C=C(C=C1)NC(=O)[C@@H]1C([C@H]1C1=CC(=CC(=C1)Cl)Cl)(F)F